(2,6-di-tert-butyl-4-hydroxyphenyl)propane C(C)(C)(C)C1=C(C(=CC(=C1)O)C(C)(C)C)CCC